methyl (5's,7a'r)-1-benzoyl-3'-oxotetrahydro-3'h-spiro[piperidine-4,2'-pyrrolo[2,1-b]oxazole]-5'-carboxylate C(C1=CC=CC=C1)(=O)N1CCC2(C(N3[C@H](O2)CC[C@H]3C(=O)OC)=O)CC1